FC1=NC=CC(=C1)C(=O)OC methyl 2-fluoropyridine-4-carboxylate